COC1=C(C2=C[N+]3=C(C=C2C=C1)C4=CC5=C(C=C4CC3)OCO5)OC The molecule is an organic heteropentacyclic compound, an alkaloid antibiotic, a botanical anti-fungal agent and a berberine alkaloid. It has a role as an antilipemic drug, a hypoglycemic agent, an antioxidant, a potassium channel blocker, an antineoplastic agent, an EC 1.1.1.21 (aldehyde reductase) inhibitor, an EC 1.1.1.141 [15-hydroxyprostaglandin dehydrogenase (NAD(+))] inhibitor, an EC 1.13.11.52 (indoleamine 2,3-dioxygenase) inhibitor, an EC 1.21.3.3 (reticuline oxidase) inhibitor, an EC 2.1.1.116 [3'-hydroxy-N-methyl-(S)-coclaurine 4'-O-methyltransferase] inhibitor, an EC 3.1.1.4 (phospholipase A2) inhibitor, an EC 3.4.21.26 (prolyl oligopeptidase) inhibitor, an EC 3.4.14.5 (dipeptidyl-peptidase IV) inhibitor, an EC 3.1.3.48 (protein-tyrosine-phosphatase) inhibitor, an EC 3.1.1.7 (acetylcholinesterase) inhibitor, an EC 3.1.1.8 (cholinesterase) inhibitor, an EC 2.7.11.10 (IkappaB kinase) inhibitor, an EC 2.1.1.122 [(S)-tetrahydroprotoberberine N-methyltransferase] inhibitor and a metabolite.